(1S,2R,4R,6S)-2-(hydroxymethyl)-2-(methoxymethyl)-6-(trifluoromethyl)quinuclidin-3-one OC[C@@]1(N2[C@@H](C[C@H](C1=O)CC2)C(F)(F)F)COC